1-(2-bromophenyl)-2-methylpropan-2-amine hydrochloride Cl.BrC1=C(C=CC=C1)CC(C)(N)C